C(C)(C)(C)OC([C@@H](COC1=CC(=C(C=C1)C=1C=NN(C1)CCCNC(=O)OC(C)(C)C)F)O)=O (R)-3-(4-(1-(3-((tert-Butoxycarbonyl)amino)propyl)-1H-pyrazol-4-yl)-3-fluorophenoxy)-2-hydroxypropionic acid tert-butyl ester